((4-cyano-6-((5-cyanoisoindolin-2-yl)methyl)pyridin-3-yl)oxymethyl)-N-methylpiperidine-1-sulfonamide C(#N)C1=C(C=NC(=C1)CN1CC2=CC=C(C=C2C1)C#N)OCC1N(CCCC1)S(=O)(=O)NC